1-{2-[5-(4-cyclopropylphenyl)-3-(ethanesulfonyl)pyridin-2-yl]-3-methylimidazo[4,5-b]pyridin-6-yl}ethanone C1(CC1)C1=CC=C(C=C1)C=1C=C(C(=NC1)C1=NC=2C(=NC=C(C2)C(C)=O)N1C)S(=O)(=O)CC